NCCOCCOCCOCCOC1=CC=C(C=C1)CCC=1C(=NN(C1O)C1=NC2=C(N1)C=CC(=C2)Cl)C2=CC=C(C=C2)C(F)(F)F 4-{2-[4-(2-{2-[2-(2-aminoethoxy)ethoxy]ethoxy}ethoxy)phenyl]ethyl}-1-(5-chloro-1H-1,3-benzodiazol-2-yl)-3-[4-(trifluoromethyl)phenyl]-1H-pyrazol-5-ol